2-[4-(5-bromo-2-methyl-4-nitro-pyrazol-3-yl)oxyphenyl]-4-[(2,6-difluorophenyl)methyl]-1,2,4-triazol-3-one BrC=1C(=C(N(N1)C)OC1=CC=C(C=C1)N1N=CN(C1=O)CC1=C(C=CC=C1F)F)[N+](=O)[O-]